F[P-](F)(F)(F)(F)F.CC1=CC=C(C=C1)[I+]C1=CC=C(C=C1)CC(C)C 4-methylphenyl-4-(2-methylpropyl)phenyliodonium hexafluorophosphate